nitro-o-cresol [N+](=O)([O-])C1=C(C(=CC=C1)O)C